2-(Azetidin-3-yl)-N-[[1-(5-chloro-1,3-benzoxazol-2-yl)-4-piperidyl]methyl]acetamide 2,2,2-trifluoroacetic acid salt FC(C(=O)O)(F)F.N1CC(C1)CC(=O)NCC1CCN(CC1)C=1OC2=C(N1)C=C(C=C2)Cl